2-[5-Amino-2-(4-methyl-piperazin-1-yl)-phenyl]-propionic acid methyl ester COC(C(C)C1=C(C=CC(=C1)N)N1CCN(CC1)C)=O